C1(=CC=CC=C1)N(C(O)=O)C(C1=C(C=C(C=C1)F)F)=O.FC1=C(C(=O)N(NC2=NC=C(C=C2)F)C(=O)N)C=CC(=C1)F (2,4-Difluorobenzoyl)-2-(5-fluoropyridin-2-yl)hydrazincarboxamid Phenyl-(2,4-difluorobenzoyl)carbamat